CC1=C(NC2=NC(=NC(=N2)N2CCOCC2)NC2=CC(=C(C=C2)C=CC2=C(C=CC=C2)S(=O)(=O)[O-])S(=O)(=O)[O-])C=CC=C1 2-[2-[4-[[4-(2-methylanilino)-6-morpholin-4-yl-1,3,5-triazin-2-yl]amino]-2-sulfonatophenyl]ethenyl]benzenesulfonate